C(C1=CC=CC=C1)OC1=C2C(=C3[C@@H](CN(C3=C1)C(=O)OC(C)(C)C)CCl)SC(=C2)C tert-Butyl (S)-4-(benzyloxy)-8-(chloromethyl)-2-methyl-7,8-dihydro-6H-thieno[2,3-e]indole-6-carboxylate